ClC=1N=C(N=NC1C#N)N1CC(CCC1)N1C(N(CC1)C)=O 5-chloro-3-(3-(3-methyl-2-oxoimidazolin-1-yl)piperidin-1-yl)-1,2,4-triazin-6-carbonitrile